[Na].C1CCC2=C(C=3CCCC3C=C12)NC(NS(N(C1CCN(CC1)C)C1=NN(C=C1)C)(=O)=O)=O 3-(1,2,3,5,6,7-hexahydro-s-indacen-4-yl)-1-[(1-methyl-1H-pyrazol-3-yl)(1-methylpiperidin-4-yl)sulfamoyl]urea sodium salt